CC1(C(C1C=C(C)C)C(=O)[O-])C 2,2-dimethyl-3-(2-methylpropan-1-enyl)-cyclopropanecarboxylate